O[C@H](CCC1=CC=CC=C1)[C@@H]1C(N([C@@H]1C1=CC=C(C=C1)OC)C1=CC=CC=C1)=O 3(R)-(1(R)-hydroxy-3-phenylpropyl)-4(S)-(4-methoxyphenyl)-1-phenyl-2-azetidinone